C(OC(C)(C#CC1=CC=C(C=C1)C)C)([O-])=O (2-methyl-4-(p-tolyl) but-3-yn-2-yl) carbonate